C(#N)/C(/C(=O)OC1CCOCC1)=C\C1=CN(C2=NC=CC=C21)CC2=CC(=CC=C2)C(F)(F)F Tetrahydro-2H-pyran-4-yl (E)-2-cyano-3-(1-(3-(trifluoromethyl)benzyl)-1H-pyrrolo[2,3-b]pyridin-3-yl)acrylate